Cl.O=S1CCNCC1 1-oxothiomorpholine hydrochloride